CC1(OB(OC1(C)C)C=1C=C2CCN(CC2=CC1)C(=O)OCCCC)C butyl 6-(4,4,5,5-tetramethyl-1,3,2-dioxaborolan-2-yl)-3,4-dihydro-1H-isoquinoline-2-carboxylate